ClC=1C=C(C(N(N1)C)=O)NC1=NC=C(C=C1)C(=O)N1[C@@H](COC[C@@H]1C)C 6-Chloro-4-(5-((3R,5S)-3,5-dimethylmorpholine-4-carbonyl)pyridin-2-ylamino)-2-methylpyridazin-3(2H)-one